2-[[5-(4-chloro-2-fluoro-phenyl)-3-methyl-triazol-4-yl]methyl]-5-[3-(cyclobutoxy)azetidin-1-yl]pyridazin-3-one 20-oxopregn-5-en-3β-yl-sulfate O=C(C)[C@H]1CC[C@H]2[C@@H]3CC=C4C[C@H](CC[C@]4(C)[C@H]3CC[C@]12C)OS(=O)(=O)O.ClC1=CC(=C(C=C1)C1=C(N(N=N1)C)CN1N=CC(=CC1=O)N1CC(C1)OC1CCC1)F